(2-(Furan-3-yl) phenyl) methanesulfonate CS(=O)(=O)OC1=C(C=CC=C1)C1=COC=C1